ClC=1C(=NC(=NC1)NC1=C(C=C(C=C1)N1CCC(CC1)N(C)C)OC)NC1=C(C=CC=C1)P(=O)(C)C 5-Chloro-N2-{4-[4-(dimethylamino)-1-piperidinyl]-2-methoxyphenyl}-N4-[2-(dimethylphosphoryl)phenyl]-2,4-pyrimidinediamine